(4-(5-(3-fluorophenyl)-1,3,4-thiadiazol-2-yl)benzyl)glycine FC=1C=C(C=CC1)C1=NN=C(S1)C1=CC=C(CNCC(=O)O)C=C1